3-(aminomethyl)-5-(2,6-dimethylpyridin-4-yl)-6-(4-fluorophenyl)pyrazin-2-amine NCC=1C(=NC(=C(N1)C1=CC(=NC(=C1)C)C)C1=CC=C(C=C1)F)N